(2R,3R)-3-amino-2-(2-fluorobenzyl)-2-methylcyclopentan-1-one hydrochloride Cl.N[C@H]1[C@@](C(CC1)=O)(C)CC1=C(C=CC=C1)F